1-((8aS)-6-chloro-4-fluoro-5-(5-fluoro-1-methyl-1H-benzo[d]imidazol-4-yl)-8a,9,11,12-tetrahydropyrazino[2',1':3,4][1,4]oxazepino[5,6,7-de]quinazolin-10(8H)-yl)prop-2-en-1-one ClC1=C2C3=C(N=CN=C3C(=C1C1=C(C=CC=3N(C=NC31)C)F)F)N3[C@H](CO2)CN(CC3)C(C=C)=O